NCCC1NC(NC1)=O 4-(2-aminoethyl)imidazolidin-2-one